N-(4-(4-(tert-butyl)phenyl)imidazo[1,2-a]quinoxalin-7-yl)acrylamide C(C)(C)(C)C1=CC=C(C=C1)C=1C=2N(C3=CC=C(C=C3N1)NC(C=C)=O)C=CN2